1-(4-aminobenzyl)-N,N-dimethylpiperidin-4-amine NC1=CC=C(CN2CCC(CC2)N(C)C)C=C1